1-[2-(5-Isopropyl-1H-pyrazole-3-carbonyl)-6-oxa-2,7-diazaspiro[3.4]octan-7-yl]-2,2-dimethyl-propan-1-one C(C)(C)C1=CC(=NN1)C(=O)N1CC2(C1)CON(C2)C(C(C)(C)C)=O